OC[C@@H]1OC(N2[C@@H]1COC1=C2C=CC(=C1)S(=O)(=O)N1CCN(CC1)C1=NC(=CC(=N1)C)C(F)(F)F)=O (3R,3aR)-3-(hydroxymethyl)-7-[4-[4-methyl-6-(trifluoromethyl)pyrimidin-2-yl]piperazin-1-yl]sulfonyl-3a,4-dihydro-3H-oxazolo[4,3-c][1,4]benzoxazin-1-one